FC1=C(C=CC(=C1)F)C(CN1CCNCC1)NS(=O)(=O)C1=CC=C(C=C1)OC(F)(F)F N-(1-(2,4-difluorophenyl)-2-(piperazin-1-yl)ethyl)-4-(trifluoromethoxy)benzenesulfonamide